CC1=NC(=CC(=C1)C=1NC2=CC=C(C=C2C1C(C)C)C1CCN(CC1)C(CC(=O)NC=1SC=CN1)=O)C 3-(4-(2-(2,6-dimethylpyridin-4-yl)-3-isopropyl-1H-indol-5-yl)piperidin-1-yl)-3-oxo-N-(thiazol-2-yl)propionamide